C1CCCCC1 (1r,2r,3s,4s,5r,6s)-cyclohexane